(1S,2S,5S)-8-(benzyloxy)-N-(2,4-difluorobenzyl)-4,4-difluoro-2,5-dimethyl-7,9-dioxo-2,3,4,5,7,9-hexahydro-1,6-methanopyrido[1,2-b][1,2,5]triazonine-10-carboxamide C(C1=CC=CC=C1)OC=1C(C(=CN2N3[C@H](CC([C@@H](N(C(C21)=O)C3)C)(F)F)C)C(=O)NCC3=C(C=C(C=C3)F)F)=O